FC(C1=NC(=CC(=N1)NC1=NC=C(C(=C1)O[C@@H](CF)C)C=1C=NN(C1)C)N)F (R)-2-(difluoromethyl)-N4-(4-((1-fluoropropane-2-yl)oxy)-5-(1-methyl-1H-pyrazol-4-yl)pyridin-2-yl)pyrimidine-4,6-diamine